O=C1NC(CCC1N1C(C2=CC=C(C=C2C1)NC(=O)C=1C=C2C(=NC1)N(C=C2C)C)=O)=O N-[2-(2,6-dioxopiperidin-3-yl)-1-oxo-3H-isoindol-5-yl]-1,3-dimethylpyrrolo[2,3-b]pyridine-5-carboxamide